N-[6-(2,5-dimethylphenyl)-4,5-dimethyl-2-pyridyl]benzenesulfonamide CC1=C(C=C(C=C1)C)C1=C(C(=CC(=N1)NS(=O)(=O)C1=CC=CC=C1)C)C